C1(CC1)CNCC=1N=NC(=CC1)C(F)(F)F 1-cyclopropyl-N-((6-(trifluoro-methyl)pyridazin-3-yl)methyl)-methanamine